ClC\C(=C/C(=O)OC)\OC methyl (E)-4-chloro-3-methoxy-but-2-enoate